(S)-6-(2-cyclopropylthiazol-5-yl)-3-(1-hydroxy-propan-2-yl)-8-(pyridin-3-yl)pyrido[3,4-d]pyrimidin-4(3H)-one C1(CC1)C=1SC(=CN1)C1=CC2=C(N=CN(C2=O)[C@H](CO)C)C(=N1)C=1C=NC=CC1